CN(C1=CC=C(C=C1)C=1C(N(C2=CC=C(C=C2C1)C1=CC=C(C=C1)C1CCN(CC1)C(C)C)C)=O)C 3-[4-(dimethylamino)phenyl]-1-methyl-6-{4-[1-(propan-2-yl)piperidin-4-yl]phenyl}-1,2-dihydroquinolin-2-one